8-(1-(2,2-difluoroethyl)-1H-pyrazolo[3,4-b]pyrazin-6-yl)-2-(5-methyl-2-(trifluoromethyl)pyrimidin-4-yl)-2,8-diazaspiro[4.5]decan-3-one FC(CN1N=CC=2C1=NC(=CN2)N2CCC1(CC(N(C1)C1=NC(=NC=C1C)C(F)(F)F)=O)CC2)F